6-((1-(4-aminobenzyl)-1H-indazol-6-yl)sulfonyl)-4-((3-methoxyphenyl)amino)-8-methylquinoline-3-carboxamide NC1=CC=C(CN2N=CC3=CC=C(C=C23)S(=O)(=O)C=2C=C3C(=C(C=NC3=C(C2)C)C(=O)N)NC2=CC(=CC=C2)OC)C=C1